CC=1C=C(C=C2CCC(NC12)=O)NC(=O)N1C=NC=C1 N-(8-methyl-2-oxo-3,4-dihydro-1H-quinolin-6-yl)imidazole-1-carboxamide